(2S,4aR,6R,7R,8S,8aR)-methyl-7-acetoxy-8-azido-2-phenylhexahydropyrano[3,2-d][1,3]dioxine-6-carboxylate COC(=O)[C@H]1[C@@H]([C@H]([C@H]2O[C@H](OC[C@H]2O1)C1=CC=CC=C1)N=[N+]=[N-])OC(C)=O